trans-4-((3-(1-Cyclopropyl-1H-pyrazol-4-yl)phenyl)((trans-4-(4-methoxy-3-methylphenyl)cyclohexyl)methyl)carbamoyl)cyclohexyl (1-methylazetidin-3-yl)carbamate CN1CC(C1)NC(O[C@@H]1CC[C@H](CC1)C(N(C[C@@H]1CC[C@H](CC1)C1=CC(=C(C=C1)OC)C)C1=CC(=CC=C1)C=1C=NN(C1)C1CC1)=O)=O